methyl 3-methoxy-1-(4-methoxybenzyl)-1H-pyrazole-4-carboxylate COC1=NN(C=C1C(=O)OC)CC1=CC=C(C=C1)OC